tert-butyl (S)-2-(((4-bromo-2-nitrophenyl)amino)methyl)morpholine-4-carboxylate BrC1=CC(=C(C=C1)NC[C@H]1CN(CCO1)C(=O)OC(C)(C)C)[N+](=O)[O-]